6-fluoro-N-methyl-5-(piperazin-1-yl)pyridine-2-carboxamide FC1=C(C=CC(=N1)C(=O)NC)N1CCNCC1